6-iodobenzo[b]thiophene IC=1C=CC2=C(SC=C2)C1